C(C)(C)(C)C=1C=C(CN2C(=O)N(C(=O)N(C2=O)CC2=CC(=C(C(=C2)C(C)(C)C)O)C(C)(C)C)CC2=CC(=C(C(=C2)C(C)(C)C)O)C(C)(C)C)C=C(C1O)C(C)(C)C 1,3,5-tris(3,5-di-tert-butyl-4-hydroxybenzyl)isocyanuric acid